BrC1=CC=C(C=C1)N1N=C(C(=N1)[C@@H]1O[C@@H](C(N1CCC1=CC2=CC(N=C2C=C1)=O)=O)C)C1=CC=C(C=C1)F (2S,5R)-2-(2-(4-bromophenyl)-5-(4-fluorophenyl)-2H-1,2,3-triazol-4-yl)-5-methyl-3-(2-(2-oxoindol-5-yl)ethyl)oxazolidin-4-one